C1CNCCC12CCC(CC2)CN2CCC(CC2)N2CC(=CC=C2)C(F)F 1-(1-((3-azaspiro[5.5]undec-9-yl)methyl)piperidin-4-yl)-3-(difluoromethyl)-1H-pyridine